4-[5-({[4-(aminomethyl)phenyl]methyl}amino)-1-(2,2-dimethylpropanoyl)-4-methyl-1H-pyrazol-3-yl]-1-(pyrrolidine-1-sulfonyl)pyrrolidin-2-one NCC1=CC=C(C=C1)CNC1=C(C(=NN1C(C(C)(C)C)=O)C1CC(N(C1)S(=O)(=O)N1CCCC1)=O)C